3-(((3S,8S,9S,10R,13R,14S,17R)-10,13-dimethyl-17-((R)-6-methylheptan-2-yl)-2,3,4,7,8,9,10,11,12,13,14,15,16,17-tetradecahydro-1H-cyclopenta[a]phenanthren-3-yl)oxy)-3-oxopropanoic acid C[C@]12[C@H]3CC[C@@]4([C@H](CC[C@H]4[C@@H]3CC=C2C[C@H](CC1)OC(CC(=O)O)=O)[C@H](C)CCCC(C)C)C